2-(1-(4-(4-methylpiperazin-2-yl)phenyl)ethyl)-10H-phenothiazine hydrochloride Cl.CN1CC(NCC1)C1=CC=C(C=C1)C(C)C1=CC=2NC3=CC=CC=C3SC2C=C1